3-[(2,3-dihydrothieno[3,4-b]-[1,4]dioxin-2-yl)methoxy]-1-propanesulfonic acid diisooctylamine salt C(CCCCC(C)C)NCCCCCC(C)C.O1C=2C(OCC1COCCCS(=O)(=O)O)=CSC2